FC(OC=1C=C(C=CC1OC=1C2=C(N=CN1)NC=C2)N2C(N(CC2=O)C=2C=NC=C(C2)C(F)(F)F)=O)F 3-[3-(difluoromethoxy)-4-(7H-pyrrolo[2,3-d]pyrimidin-4-yloxy)phenyl]-1-[5-(trifluoromethyl)-3-pyridinyl]-2,4-imidazolidinedione